F[Si](OC(C(C(F)(F)F)(F)F)(F)F)(F)F perfluoropropyloxysilane